N-(2,3,5-trifluorobenzyl)-ethylamine FC1=C(CNCC)C=C(C=C1F)F